CC1=NN(C(=C1)C)C1=CC=CC=C1 3,5-dimethyl-1-phenylpyrazole